tert-butyl 2-cyclopropyl-4-[7-({8-fluoro-2-methylimidazo[1,2-a]pyridin-6-yl} carbamoyl)-2-methylindazol-4-yl]piperazine-1-carboxylate C1(CC1)C1N(CCN(C1)C=1C2=CN(N=C2C(=CC1)C(NC=1C=C(C=2N(C1)C=C(N2)C)F)=O)C)C(=O)OC(C)(C)C